ClCC(=O)C1=CN(C2=C1C=NC(=C2)OC)COCC[Si](C)(C)C 2-chloro-1-(6-methoxy-1-((2-(trimethylsilyl)ethoxy)methyl)-1H-pyrrolo[3,2-c]pyridin-3-yl)ethan-1-one